O.O.Cl.CN1C2=CC=CC=C2C=2C([C@H](CCC12)CN1C(=NC=C1)C)=O |r| (±)-2,3-dihydro-9-methyl-3-[(2-methylimidazol-1-yl)methyl]carbazol-4(1H)-one monohydrochloride dihydrate